3-[(4-fluorobenzyl)amino]pyridine FC1=CC=C(CNC=2C=NC=CC2)C=C1